(R)-7-methyl-2-phenyl-3-(((trifluoromethyl)sulfonyl)oxy)-2,4,5,7-tetrahydro-6H-pyrazolo[3,4-C]pyridine-6-carboxylic acid tert-butyl ester C(C)(C)(C)OC(=O)N1[C@@H](C=2C(CC1)=C(N(N2)C2=CC=CC=C2)OS(=O)(=O)C(F)(F)F)C